2,3-dimethyl-1,4-di-n-butoxynaphthalene CC1=C(C2=CC=CC=C2C(=C1C)OCCCC)OCCCC